N[C@@H]1C=2C=CC=C(C2CC12CCN(CC2)C2=NC=C(N=C2CO)SC2=C(C(=NC=C2)N)Cl)C#N (S)-1-amino-1'-(5-((2-amino-3-chloropyridin-4-yl)thio)-3-(hydroxymethyl)pyrazin-2-yl)-1,3-dihydrospiro[indene-2,4'-piperidine]-4-carbonitrile